ClC1=C(C=CC=C1)C1CCC(CC1)CCNC1CCCC1 1-({2-[4-(2-Chlorophenyl)cyclohexyl]ethyl}amino)-cyclopentan